(1S,2R,6R,8S,9R)-8-(fluoromethyl)-4,4,11,11-tetramethyl-3,5,7,10,12-pentaoxatricyclo[7.3.0.02,6]dodecane FC[C@H]1O[C@@H]2OC(O[C@@H]2[C@H]2OC(O[C@@H]12)(C)C)(C)C